bis[(beta-(3,5-di-tert-butyl-4-hydroxybenzyl) methylcarboxyethyl)] sulfide C(C)(C)(C)C=1C=C(CCC(CSCC(CCC2=CC(=C(C(=C2)C(C)(C)C)O)C(C)(C)C)C(=O)O)C(=O)O)C=C(C1O)C(C)(C)C